11-(4-(tert-butyl)pyridin-2-yl)-11H-benzo[a]carbazol-9-amine C(C)(C)(C)C1=CC(=NC=C1)N1C2=CC(=CC=C2C2=CC=C3C(=C12)C=CC=C3)N